2-(4-ethyl-6-methylpyrazolo[1,5-a]pyrazin-2-yl)-7-(4-ethylpiperazin-1-yl)-4H-pyrido[1,2-a]pyrimidin-4-one C(C)C=1C=2N(C=C(N1)C)N=C(C2)C=2N=C1N(C(C2)=O)C=C(C=C1)N1CCN(CC1)CC